Tert-Butyl 4-(6-chloro-5-methoxypyrimidin-4-yl)piperazine-1-carboxylate ClC1=C(C(=NC=N1)N1CCN(CC1)C(=O)OC(C)(C)C)OC